N1(C=NC=C1)C(=O)O[C@@H]1[C@H](CCCC1)NC(=O)OC(C)(C)C (1S,2S)-2-((tert-butoxycarbonyl)amino)cyclohexyl 1H-imidazole-1-carboxylate